(2R)-2-methyl-4-(3-methyl-2-oxo-1,3-benzooxazol-6-yl)-N-(4-phenylbutyl)piperazine-1-carboxamide C[C@H]1N(CCN(C1)C1=CC2=C(N(C(O2)=O)C)C=C1)C(=O)NCCCCC1=CC=CC=C1